1,7-dimethyl-4-phenyl-3-(prop-1-en-2-yl)isoquinoline 2-oxide CC1=[N+](C(=C(C2=CC=C(C=C12)C)C1=CC=CC=C1)C(=C)C)[O-]